COC(C(=O)C1=C(C(=CC=C1)Br)C)=O methyl-2-(3-bromo-2-methyl-phenyl)-2-oxo-acetate